5-((1R,4R)-2-oxa-5-azabicyclo[2.2.1]heptane-5-yl)-N-(2-chloro-4-(4-formylpiperidine-1-yl)phenyl)pyrazolo[1,5-a]pyrimidine-3-carboxamide [C@H]12OC[C@H](N(C1)C1=NC=3N(C=C1)N=CC3C(=O)NC3=C(C=C(C=C3)N3CCC(CC3)C=O)Cl)C2